tert-butyl N-(benzyloxycarbonylamino)-N-[(2-oxo-3-piperidyl)methyl]carbamate C(C1=CC=CC=C1)OC(=O)NN(C(OC(C)(C)C)=O)CC1C(NCCC1)=O